ClC1=C(C=C(C=C1)Cl)C(C)N1CCC(CC1)N(S(=O)(=O)C)CC(=O)NCC(NCC#C)=O 2-(N-(1-(1-(2,5-dichlorophenyl)ethyl)piperidin-4-yl)methylsulfonamido)-N-(2-oxo-2-(prop-2-yn-1-ylamino)ethyl)acetamide